N1(C=NC2=C1C=CC=C2)CC2=CC=C(C(=O)O)C=C2 4-(Benzimidazol-1-ylmethyl)benzoic acid